4-(4-(4-(((3-(2,6-dioxopiperidin-3-yl)-2-methyl-4-oxo-3,4-dihydroquinazolin-5-yl)amino)methyl)-3-fluorobenzyl)piperazin-1-yl)-3-fluorobenzonitrile O=C1NC(CCC1N1C(=NC2=CC=CC(=C2C1=O)NCC1=C(C=C(CN2CCN(CC2)C2=C(C=C(C#N)C=C2)F)C=C1)F)C)=O